3-Bromo-4-{6-methyl-2,5-dioxo-1-[3-(trifluoromethyl)phenyl]-1H,2H,3H,4H,5H,6H,7H,8H-pyrido[4,3-d]pyrimidin-4-yl}benzonitrile BrC=1C=C(C#N)C=CC1C1C2=C(N(C(N1)=O)C1=CC(=CC=C1)C(F)(F)F)CCN(C2=O)C